C12C3CC=C(C2C2CCC1C2)C3 tetracyclo[4.4.0.12,5.17,10]dodecane-4-ene